ethyl 8-bromoimidazo[1,2-a]pyrazine-6-carboxylate BrC=1C=2N(C=C(N1)C(=O)OCC)C=CN2